C(C)(C)(C)OC(=O)N1C[C@H]2N(CC1)C([C@H](C2)CCCC=2C=1N(C=CC2F)N=CN1)=O (7S,8aS)-7-(3-[7-fluoro-[1,2,4]triazolo[1,5-a]pyridin-8-yl]propyl)-6-oxo-hexahydropyrrolo[1,2-a]pyrazine-2-carboxylic acid tert-butyl ester